2-(4-(4-(1H-pyrrolo[2,3-b]pyridin-3-yl)-1H-pyrazol-1-yl)-1,1-dioxotetrahydro-2H-thiopyran-4-yl)acetamide Monoglyceryl-stearate C(C(O)CO)OC(CCCCCCCCCCCCCCCCC)=O.N1C=C(C=2C1=NC=CC2)C=2C=NN(C2)C2(CCS(CC2)(=O)=O)CC(=O)N